C(C)C(C(NCCOCCOCCOCCNC1=CC=C(C2=NON=C21)[N+](=O)[O-])=O)(CC)NC(OCC2C1=CC=CC=C1C=1C=CC=CC21)=O (9H-fluoren-9-yl)methyl (14-ethyl-1-((7-nitrobenzo[c][1,2,5]oxadiazol-4-yl)amino)-13-oxo-3,6,9-trioxa-12-azahexadecan-14-yl)carbamate